benzyl naphthyridine-2(1H)-carboxylate N1C(C=CC2=CC=CN=C12)C(=O)OCC1=CC=CC=C1